(1r,2s)-1,2-diethylcyclopentane-1,2-diol C(C)[C@@]1([C@](CCC1)(O)CC)O